FC1=C(C=CC(=C1)F)[C@](C(F)(F)C1=CC=C(C=N1)OC1=CC=C(C#N)C=C1)(CN1N=CNC1=S)O |r| 4-[[6-[rac-(2R)-2-(2,4-difluorophenyl)-1,1-difluoro-2-hydroxy-3-(5-thioxo-4H-1,2,4-triazol-1-yl)propyl]-3-pyridyl]oxy]-benzonitrile